CN(C(CCCCCCCCCCC)=O)C N,N-dimethyldodecanamide